bis(3-amino-4-hydroxy-5-pentafluoroethylphenyl)hexafluoropropane NC=1C=C(C=C(C1O)C(C(F)(F)F)(F)F)C(C(F)(F)F)(C(F)(F)F)C1=CC(=C(C(=C1)C(C(F)(F)F)(F)F)O)N